CS(=O)(=O)C=1C=C(C=CC1)CC1CC2(CNC2)C1 6-[(3-methylsulfonylphenyl)methyl]-2-azaspiro[3.3]heptane